ClC=1C(=CC(=C(C1)NC1=NC(=NC=C1)NC=1C(=CC(=C(C1)NC(C=C)=O)N(C)CCN(C)C)OC)C(C)(C)O)F N-(5-(4-(5-chloro-4-fluoro-2-(2-hydroxypropan-2-yl)phenylamino)pyrimidin-2-ylamino)-2-((2-(dimethylamino)ethyl)(methyl)amino)-4-methoxyphenyl)acrylamide